6-((2-(2,6-dioxopiperidin-3-yl)-1,3-dioxoisoindolin-4-yl)amino)hexyl 4-methylbenzenesulfonate CC1=CC=C(C=C1)S(=O)(=O)OCCCCCCNC1=C2C(N(C(C2=CC=C1)=O)C1C(NC(CC1)=O)=O)=O